8-(3,4,5-trimethoxyphenyl)-1H-phenalen-1-one COC=1C=C(C=C(C1OC)OC)C=1C=C2C=CC=C3C=CC(C(C1)=C32)=O